di(methylcyclopentyl) adipate C(CCCCC(=O)OC1(CCCC1)C)(=O)OC1(CCCC1)C